6,10,14,18-tetramethyl-2-nonadecanone CC(CCCC(C)=O)CCCC(CCCC(CCCC(C)C)C)C